bromo-6-chloro-N-(4-((5-fluoropyridin-3-yl)oxy)-3-methylphenyl)pyrido[3,2-d]pyrimidin-4-amine BrC=1N=C(C2=C(N1)C=CC(=N2)Cl)NC2=CC(=C(C=C2)OC=2C=NC=C(C2)F)C